(S)-4-benzyl-3-((S)-6-benzyl-2-((S)-2,2-dimethylcyclopropane-1-carbonyl)-2,6-diazaspiro[3.4]Octane-8-carbonyl)oxazolidin-2-one C(C1=CC=CC=C1)[C@@H]1N(C(OC1)=O)C(=O)[C@@H]1CN(CC12CN(C2)C(=O)[C@@H]2C(C2)(C)C)CC2=CC=CC=C2